ethanesulphonic acid C(C)S(=O)(=O)O